(2S,5R)-2,4,5-trimethylpiperazin C[C@@H]1NC[C@H](N(C1)C)C